3-(5-((5-((3,5-dimethylpiperidin-1-yl)methyl)pyridin-2-yl)ethynyl)-2-methyl-4-oxoquinazolin-3(4H)-yl)piperidine-2,6-dione CC1CN(CC(C1)C)CC=1C=CC(=NC1)C#CC1=C2C(N(C(=NC2=CC=C1)C)C1C(NC(CC1)=O)=O)=O